ClC=1N=C(C2=C(N1)CCOC2)NCCC2=CC=CC=C2 2-Chloro-N-phenethyl-7,8-dihydro-5H-pyrano[4,3-d]pyrimidin-4-amine